(E)-5-(4-chlorophenyl)-N'-(thiophen-2-ylmethylene)furan-2-carbohydrazide ClC1=CC=C(C=C1)C1=CC=C(O1)C(=O)N/N=C/C=1SC=CC1